C(CCC)C1=NC(=NN1C1=CC=C(C=C1)OC1=CC=C(C=C1)Cl)C1=CC=C(C=C1)C1=CC=C(C=C1)OC 5-Butyl-1-(4-(4-chlorophenoxy)phenyl)-3-(4'-methoxy-[1,1'-biphenyl]-4-yl)-1H-1,2,4-triazole